N(=[N+]=[N-])CCCP(OCC)(OCC)=O O,O-diethyl (3-azidopropyl)phosphonate